2-Phenyl-4,6-diaminos-triazin tert-butyl-4-(3-bromo-4-formyl-phenyl)piperazine-1-carboxylate C(C)(C)(C)OC(=O)N1CCN(CC1)C1=CC(=C(C=C1)C=O)Br.C1(=CC=CC=C1)C1=NC(=NC(=N1)N)N